FN1CC(=NC=C1F)N 4,5-Difluoropyrazin-2-amine